C(C)OC(CC(CC1=C(C=CC=C1)[N+](=O)[O-])N)=O 3-amino-4-(2-nitrophenyl)butyric acid ethyl ester